(R)-N-(4-aminophenyl)-2-(2,4-dimethyl-3-oxopiperazin-1-yl)acetamide NC1=CC=C(C=C1)NC(CN1[C@@H](C(N(CC1)C)=O)C)=O